O[C@]1([C@@H](CCC1)N1C(C(=CC2=C1N=C(N=C2)NC2C(CN(CC2([2H])[2H])S(=O)(=O)C)([2H])[2H])C([2H])(F)F)=O)C([2H])([2H])[2H] (-)-8-((1R,2R)-2-hydroxy-2-(methyl-d3)cyclopentyl)-6-(difluoromethyl-d)-2-((1-(methylsulfonyl)piperidin-4-yl-3,3,5,5-d4)-amino)pyrido[2,3-d]pyrimidin-7(8H)-one